2-(3-fluoro-6-methoxy-1,5-naphthyridin-4-yl)-trans-1,3-dioxan-5-amine FC=1C=NC2=CC=C(N=C2C1[C@@H]1OC[C@H](CO1)N)OC